2-(1-bromoethyl)-5-chloropyridine BrC(C)C1=NC=C(C=C1)Cl